ClC1=CC(=NC=C1C(=O)N[C@H]1COCCC1)C(F)(F)F 4-Chloro-N-[(3R)-oxan-3-yl]-6-(trifluoromethyl)nicotinamide